FC1(CC=C(CC1)C1=NC=CC(=C1NC(=O)C=1C=NC(=NC1)C(C)C)C1=NC=CC=C1)F N-(2'-(4,4-difluorocyclohex-1-en-1-yl)-[2,4'-bipyridyl]-3'-yl)-2-isopropylpyrimidine-5-carboxamide